C(C)OC(=O)C1=NN(C(=N1)Br)C1=CC=C(C=C1)C 5-bromo-1-(p-methylphenyl)-1,2,4-triazole-3-carboxylic acid ethyl ester